ClC1=C(C=C(CN2[C@@H](CN(CC2)C(=O)N2N=C(C=C2)NS(=O)(=O)C)C)C=C1)C1CCCC1 (R)-N-(1-(4-(4-Chloro-3-cyclopentylbenzyl)-3-methylpiperazine-1-carbonyl)-1H-pyrazol-3-yl)methanesulfonamide